FC([C@H](C1=CN(C2=CC(=C(C=C12)F)C1=NC=C(C=C1C(F)(F)F)F)CC(C)(C)C)NS(=O)(=O)C1CC1)F (S)-N-(2,2-difluoro-1-(5-fluoro-6-(5-fluoro-3-(trifluoromethyl)pyridin-2-yl)-1-neopentyl-1H-indol-3-yl)ethyl)cyclopropanesulfonamide